[N-](S(=O)(=O)C(F)(F)F)S(=O)(=O)C(F)(F)F.C(C)N1CC=CC=C1 N-ethylpyridine bistrifluoromethanesulfonimide salt